COC(OC)[SiH2]C(C(C)C)NCCN N-(dimethoxymethylsilylisobutyl)ethylenediamine